ClC=1C=C(C=CC1)N1CCCN(S1(=O)=O)CC(=O)NC1C2CC3(CC(CC1C3)C2)C(=O)N 4-(2-(6-(3-chlorophenyl)-1,1-dioxido-1,2,6-thiadiazinan-2-yl)acetamido)adamantane-1-carboxamide